ClC=1C=C(C(=O)O)C=C(C1OC)S(NC1=C(C=C(C(=C1)C1=C(C=CC(=C1)F)OCCO)F)F)(=O)=O 3-Chloro-5-[[2,4-difluoro-5-[5-fluoro-2-(2-hydroxyethoxy)phenyl]phenyl]sulfamoyl]-4-methoxy-benzoic acid